N1C(NCC2=C1C1=C(N=C2)NC=C1)=O 1,3,4,7-tetrahydro-2H-pyrrolo[3',2':5,6]pyrido[4,3-d]pyrimidin-2-one